(4-hydroxyphenyl)dimethyl-sulfonium mesylate S(C)(=O)(=O)[O-].OC1=CC=C(C=C1)[S+](C)C